NC1=NC=CC=C1C1=NC=2C(=NC(=CC2)C2=CC=CC=C2)N1C1=CC=C(C=C1)CNC(=O)C1(CC1)C1=CC(=C(C=C1)C=O)O N-({4-[2-(2-aminopyridin-3-yl)-5-phenylimidazo[4,5-b]pyridin-3-yl]phenyl}methyl)-1-(4-formyl-3-hydroxyphenyl)cyclopropane-1-carboxamide